2-(2-methylpyridin-5-yl)oxazole-4-carboxylic acid CC1=NC=C(C=C1)C=1OC=C(N1)C(=O)O